3-hexenoyl acetoacetate C(CC(=O)C)(=O)OC(CC=CCC)=O